1-(6-acetylpyridin-2-yl)ethan-1-one C(C)(=O)C1=CC=CC(=N1)C(C)=O